C(CCCCCCC\C=C/CCCCCCCC)(=O)OCCC propyl cis-9-octadecenoate